20-methylpregna-3-en-5-ol CC(C)[C@H]1CC[C@H]2[C@@H]3CCC4(C=CCC[C@]4(C)[C@H]3CC[C@]12C)O